2,5-Dimethyl-2,5-di-(tert-butylperoxy)hexan tert-butyl-N-[1-[2-[2-(2,6-dioxo-3-piperidyl)-1-oxo-isoindolin-4-yl]oxyacetyl]-4-piperidyl]carbamate C(C)(C)(C)OC(NC1CCN(CC1)C(COC1=C2CN(C(C2=CC=C1)=O)C1C(NC(CC1)=O)=O)=O)=O.CC(C)(CCC(C)(OOC(C)(C)C)C)OOC(C)(C)C